C(#N)C=1N=C(N(C1)COCC[Si](C)(C)C)C(=O)NC=1C(=NC(=CC1)N1CC(OC(C1)(C)C)(C)C)C1=CCC(CC1)(C)C 4-cyano-N-[2-(4,4-dimethylcyclohexen-1-yl)-6-(2,2,6,6-tetramethylmorpholin-4-yl)-3-pyridyl]-1-(2-trimethylsilylethoxymethyl)imidazole-2-carboxamide